(4R)-1-[[6-(difluoromethyl)-2-(methoxymethyl)imidazo[2,1-b][1,3,4]thiadiazol-5-yl]ethyl]-4-propyl-imidazolidin-2-one FC(C=1N=C2SC(=NN2C1CCN1C(N[C@@H](C1)CCC)=O)COC)F